3-hydroxy-4-vinylpyrrolidine-1-carboxylic acid tert-butyl ester C(C)(C)(C)OC(=O)N1CC(C(C1)C=C)O